thioacetyl-tartaric acid C(C)(=S)C(C(=O)O)(O)C(O)C(=O)O